FC(CC1(CCCCC1)N)(F)F (2,2,2-trifluoroethyl)cyclohexan-1-amine